4-(4-Aminophenoxy)-N-benzylpyridine-2-carboxamide NC1=CC=C(OC2=CC(=NC=C2)C(=O)NCC2=CC=CC=C2)C=C1